2-(4-(dimethylamino)naphthalen-1-yl)-2-(2,4,6-trimethoxyphenyl)acetic acid ethyl ester C(C)OC(C(C1=C(C=C(C=C1OC)OC)OC)C1=CC=C(C2=CC=CC=C12)N(C)C)=O